NC1=CC(=C(OC=2C=C3CCN(C(C3=CC2)=O)CC2=C(C=CC(=C2)F)C)C(=C1)Cl)Cl 6-(4-Amino-2,6-dichlorophenoxy)-2-(5-fluoro-2-methylbenzyl)-3,4-dihydroisoquinolin-1(2H)-one